CC(C[C@@H](C1=C(C=CC=C1)N1CCCCC1)N)C (S)-(+)-3-methyl-1-[2-(1-piperidyl)phenyl]butylamine